BrCCCCCCCCOC1OCCCC1 2-((8-bromooctyl)oxy)tetrahydro-2H-pyran